3-Chloro-N-(3-cyano-4-fluoro-1H-indol-7-yl)-1-(2-hydroxy-1,1-dimethylethyl)pyrazol-4-sulfonamid ClC1=NN(C=C1S(=O)(=O)NC=1C=CC(=C2C(=CNC12)C#N)F)C(CO)(C)C